C(C1=CC=CC=C1)(=O)ON=C(C(=O)C1=CC=C(C=C1)SC1=CC=CC=C1)CCCCCC 1-[4-(phenylthio)phenyl]-1,2-octanedione-2-(benzoyl) oxime